phenylhydrazine-D5 hydrochloride [2H]C1=C(C(=C(C(=C1[2H])[2H])NN)[2H])[2H]